(9R)-7-[4-[2-(2-azaspiro[3.3]heptan-6-yl)ethynyl]phenyl]-9-(methoxymethyl)-4,5,13-trimethyl-3-thia-1,8,11,12-tetrazatricyclo[8.3.0.02,6]trideca-2(6),4,7,10,12-pentaene C1NCC12CC(C2)C#CC2=CC=C(C=C2)C=2C=1C(=C(SC1N1C(=NN=C1[C@@H](N2)COC)C)C)C